2-(3'-bromo-[1,1'-biphenyl]-3-yl)-4,6-biphenyl BrC=1C=C(C=CC1)C1=CC(=CC=C1)C1=CC=CC(=C1)C1=CC=CC=C1